C(C)(=O)C(C(=O)OCC)CCCCl ethyl 2-acetyl-5-chlorovalerate